2-(1-((3-(2-ethoxy-2-oxoethyl)-1H-pyrrol-1-yl)methyl)cyclopropyl)acetic acid ethyl ester C(C)OC(CC1(CC1)CN1C=C(C=C1)CC(=O)OCC)=O